C(CCC)NC(=N)N1CC(C=2C3=C(C=CC12)C(=CC=C3)C(F)(F)F)C N-Butyl-1-methyl-6-(trifluoromethyl)-1,2-dihydro-3H-benzo[e]indole-3-carboximidamide